CC(C(C)O)C=CC1C(C(=CC1)C)(C)C 3-methyl-5-(2,2,3-trimethyl-1-cyclopent-3-enyl)pent-4-en-2-ol